C(C)OC1=NC=CC=C1C1=CC(=C2C(=N1)C(=NN2C(C)C)C)NCC2=NNC=N2 5-(2-ethoxy-3-pyridinyl)-1-isopropyl-3-methyl-N-(1H-1,2,4-triazol-3-ylmethyl)pyrazolo[4,3-b]pyridin-7-amine